NC1=NC(=CC=C1N1C(N[C@@H](C1=O)CC)=O)OC1=CC=C(C2=C1C1(CC1)CO2)C (5R)-3-[2-amino-6-(7-methylspiro[2H-benzofuran-3,1'-cyclopropane]-4-yl)oxy-3-pyridyl]-5-ethyl-imidazolidine-2,4-dione